C(#N)N[C@H]1[C@@H](CCC1)C(=O)NC=1SC(=CN1)C1CCCCC1 (1r,2r)-2-(cyanoamino)-N-(5-cyclohexyl-1,3-thiazol-2-yl)cyclopentane-1-carboxamide